(3s)-3-[6-[2-cyano-3-[[ethyl(methyl)sulfamoyl]amino]-6-fluoro-phenoxy]-4-oxo-quinazolin-3-yl]-1-oxa-8-azaspiro[4.5]decane C(#N)C1=C(OC=2C=C3C(N(C=NC3=CC2)[C@@H]2COC3(C2)CCNCC3)=O)C(=CC=C1NS(N(C)CC)(=O)=O)F